(M)-(6aS,7aR)-4-(1,6-dimethyl-1H-indazol-7-yl)-2-(2-(2-propenoyl)-2,6-diazaspiro[3.4]octan-6-yl)-6,6a,7,7a-tetrahydro-5H-cyclopropa[h]quinoline-3-carbonitrile CN1N=CC2=CC=C(C(=C12)C1=C(C(=NC=2[C@H]3[C@@H](CCC12)C3)N3CC1(CN(C1)C(C=C)=O)CC3)C#N)C